BrC(CCN1C(C=2C(C1=O)=CC=CC2)=O)CC N-(3-Bromopentyl)-phthalimide